N1=CC=CC=2CC(C=CC12)=O quinolin-6(5H)-one